N[C@@H]1[C@H](CN(C1)C(=O)OC(C)(C)C)C(=O)OC(C)(C)C di-tert-butyl (3S,4R)-4-aminopyrrolidine-1,3-dicarboxylate